C(#C)C1=CC=CC(N1)=O 6-ethynylpyridin-2(1H)-one